Cl.N1(CCNCC1)C=1C2=C(N=CN1)NC=C2 4-(piperazin-1-yl)-7H-pyrrolo[2,3-d]pyrimidine hydrochloride